methyl (1S,3S)-3-(4-(4,4,5,5-tetramethyl-1,3,2-dioxaborolan-2-yl)phenoxy)cyclohexane-1-carboxylate CC1(OB(OC1(C)C)C1=CC=C(O[C@@H]2C[C@H](CCC2)C(=O)OC)C=C1)C